C(C1=CC=CC=C1)OCCCCCOC=1C=C(C=CC1)CCCN 3-(3-(5-(benzyloxy)pentyloxy)phenyl)propan-1-amine